(Z)-4-(1-(4-amino-2-fluorobut-2-en-1-yl)-6-(trifluoromethyl)-1H-benzo[d]imidazol-4-yl)-N-cyclopropylbenzenesulfonamide NC\C=C(\CN1C=NC2=C1C=C(C=C2C2=CC=C(C=C2)S(=O)(=O)NC2CC2)C(F)(F)F)/F